CC(CC1=C(C(O)=CC=C1)O)C(CC1=C(C(O)=CC=C1)O)C 2,3-dimethyltetramethylene-di-catechol